ClC1=CN=CC=N1 (E)-6-chloropyrazine